2-hydroxy-5-(2,3,5,6-tetrafluoro-4-trifluoromethylbenzylamino)benzenesulfonic acid OC1=C(C=C(C=C1)NCC1=C(C(=C(C(=C1F)F)C(F)(F)F)F)F)S(=O)(=O)O